FC1=C(C(=C(C=C1)OC)COC1=C(C=C(C(=C1)[N+](=O)[O-])F)OC)F 1,2-difluoro-3-((4-fluoro-2-methoxy-5-nitrophenoxy)methyl)-4-methoxybenzene